(S,Z)-(2',2-dimethyl-[1,1'-biphenyl]-4-yl)(2-(hydroxymethyl)-4-(methoxyimino)pyrrolidin-1-yl)methanone CC1=C(C=CC=C1)C1=C(C=C(C=C1)C(=O)N1[C@@H](C/C(/C1)=N/OC)CO)C